Mercaptoether SOS